3a-(((tert-butyldiphenylsilyl)oxy)methyl)-1-methylhexahydrocyclopenta[b]pyrrol-2(1H)-one [Si](C1=CC=CC=C1)(C1=CC=CC=C1)(C(C)(C)C)OCC12C(N(C(C1)=O)C)CCC2